CNC(C=1C(O)=CC=CC1)=O N-methyl-salicylamide